1-(3-methyl-5-(trifluoromethyl)pyridin-2-yl)piperidin-4-one CC=1C(=NC=C(C1)C(F)(F)F)N1CCC(CC1)=O